C(C)(C)(C)OC(=O)N1CCC2(C[C@@H]2CCOC2=CC(=C(C(=O)O)C=C2)Cl)CC1 |o1:12| (R or S)-4-(2-(6-(tert-butoxycarbonyl)-6-azaspiro[2.5]octan-1-yl)ethoxy)-2-chlorobenzoic acid